1-(6-methoxy-3-(1-methyl-1H-pyrazol-4-yl)-5-nitropyridin-2-yl)piperazine COC1=C(C=C(C(=N1)N1CCNCC1)C=1C=NN(C1)C)[N+](=O)[O-]